C(#N)C1=CC(=CC2=C1SC(=C2)C=2SC(=C(N2)C)C(=O)OCC)C Ethyl 2-(7-cyano-5-methylbenzo[b]thiophen-2-yl)-4-methylthiazole-5-carboxylate